5-fluoro-N4-(8-methylcinnolin-4-yl)-N2-(4-(4-methylpiperazin-1-yl)phenyl)pyrimidine-2,4-diamine FC=1C(=NC(=NC1)NC1=CC=C(C=C1)N1CCN(CC1)C)NC1=CN=NC2=C(C=CC=C12)C